C(C)(C)(C)OC(=O)NCCCC#CC=1C=C(C(=NC1)N1CCN(CC1)C(=O)OC(C)(C)C)Cl tert-butyl 4-[5-[5-(tert-butoxycarbonylamino)pent-1-ynyl]-3-chloro-2-pyridyl]piperazine-1-carboxylate